difuranyl-phosphine chloride [Cl-].O1C(=CC=C1)PC=1OC=CC1